[O-]S(=O)(=O)C(F)(F)F.[Pd+2].C(C=C)C=1C(=C(C=CC1)C1=C(C=C(C=C1C(C)C)C(C)C)C(C)C)P(C(C)(C)C)C(C)(C)C.[O-]S(=O)(=O)C(F)(F)F allyl(2-di-tert-butylphosphino-2',4',6'-triisopropyl-1,1'-biphenyl) palladium(II) triflate